N-ethyl-N-methylglycine C(C)N(CC(=O)O)C